ClC1=CC=C(C=C1)C=1C(=NN2C1N=C(C=C2N2CC(C2)C(=O)N)N2[C@@H](CCC2)CO)C=2C=NC(=CC2)C#N 1-[3-(4-chlorophenyl)-2-(6-cyano-3-pyridyl)-5-[(2S)-2-(hydroxymethyl)pyrrolidin-1-yl]pyrazolo[1,5-a]pyrimidin-7-yl]azetidine-3-carboxamide